3,3,4,4-tetrafluoropyrrolidine-1-carbonyl chloride FC1(CN(CC1(F)F)C(=O)Cl)F